5-((1-(sec-butyl)-3-(4-(trifluoromethoxy)phenyl)ureido)methyl)pyrazolo[1,5-a]pyridine-3-carboxamide C(C)(CC)N(C(=O)NC1=CC=C(C=C1)OC(F)(F)F)CC1=CC=2N(C=C1)N=CC2C(=O)N